C1(=CC=CC=C1)C=1C=CC2=C(NC(N=C2)=O)N1 7-phenylpyrido[2,3-d]pyrimidin-2(1H)-one